C1C(CC2=CC=CC=C12)NC1=NC=C(C=N1)C=1OC(=NN1)N1CC(C1)(C=1N=NNC1)C N-(2,3-dihydro-1H-inden-2-yl)-5-(5-(3-methyl-3-(1H-1,2,3-triazol-4-yl)azetidin-1-yl)-1,3,4-oxadiazol-2-yl)pyrimidin-2-amine